P(=O)(O)(O)O.C=CCCCCCCCCC Undecene Phosphate